NC1CC2=C(CN(C1=C=O)CC(=O)N[C@@H](CC(=O)NC1(CCN(CC1)CCC1=CC=CC=C1)C(=O)OC)C1=CC=CC=C1)C=CC=C2 methyl (S)-4-(3-(2-(4-amino-3-carbonyl-1,3,4,5-tetrahydro-2H-benzo[c]azepin-2-yl) acetylamino)-N-phenylpropionylamino)-1-phenethylpiperidine-4-carboxylate